7-methyl-2-(2-phenylquinolin-7-yl)-6,7,8,9-tetrahydropyrazolo[1,5-a]pyrido[3,4-e]pyrimidine-3-carbonitrile CN1CC=2C=NC=3N(C2CC1)N=C(C3C#N)C3=CC=C1C=CC(=NC1=C3)C3=CC=CC=C3